BrC=1C(=CC=2C3=CC(=C(C=C3C3=CC(=C(C=C3C2C1)O)Br)Br)O)O 3,7,10-tribromo-2,6,11-trihydroxytriphenylene